C(C=C)(=O)N1C[C@@H](CCCC1)N1C(=NC2=C1C(=C(C=C2)OC2=NC=NC=C2)Cl)NC(C2=CC(=NC=C2)C)=O (R)-N-(1-(1-acryloylazepan-3-yl)-7-chloro-6-(pyrimidin-4-yloxy)-1H-benzo[d]imidazol-2-yl)-2-methylisonicotinamide